Methyl 3-methyl-2-phenylbut-2-enoate CC(=C(C(=O)OC)C1=CC=CC=C1)C